CC1(CC(C1)N)NC=1C2=C(N=CN1)N(C=C2)S(=O)(=O)C2=CC=C(C)C=C2 1-methyl-N1-(7-tosyl-7H-pyrrolo[2,3-d]Pyrimidin-4-yl)cyclobutane-1,3-diamine